C(#C)C=1C=CC(=C(C1)N1[C@@H]2CN([C@H](C1)C2)C(=O)OC(C)(C)C)F tert-butyl (1S,4S)-5-(5-ethynyl-2-fluorophenyl)-2,5-diazabicyclo[2.2.1]heptan-2-carboxylate